1-{3-[3-(4-chlorophenyl)propoxy]propyl}-piperidine monohydrochloride Cl.ClC1=CC=C(C=C1)CCCOCCCN1CCCCC1